BrC1=NC=C(C=C1)C1COC1 2-bromo-5-(oxetan-3-yl)pyridine